tert-butyl 5-[(3,5-difluorophenyl)methyl]-3-[[4-(2-oxoethyl)benzoyl]amino]indazole-1-carboxylate FC=1C=C(C=C(C1)F)CC=1C=C2C(=NN(C2=CC1)C(=O)OC(C)(C)C)NC(C1=CC=C(C=C1)CC=O)=O